dimethyl-(2-oxocyclohexyl)sulfonium trifluoromethanesulfonate FC(S(=O)(=O)[O-])(F)F.C[S+](C1C(CCCC1)=O)C